3-methyl-2-((R)-2-phenylpropyl)-2,3,4,9-tetrahydro-1H-pyrido[3,4-b]indole CC1CC2=C(NC3=CC=CC=C23)CN1C[C@H](C)C1=CC=CC=C1